CN(CCNC1=CC=CC(=N1)S(=O)(=O)N(C1=CC=CC=C1)C(=O)C=1C(=NC(=CC1)C1=CC=CC=C1)OC1=C(C=C(C=C1C)C)C)C N-[[6-(2-dimethylaminoethylamino)-2-pyridyl]sulfonyl]-6-phenyl-2-(2,4,6-trimethylphenoxy)pyridine-3-carboxanilide